C(CCCCCCC)C(CCCO)CCCCCC 4-octyldecanol